CO[C@H]1[C@@H](CCC1)N trans-2-methoxycyclopentylamine